(1,1'-biphenyl-4-oleate) aluminum [Al+3].C1(=CC=C(C=C1)CCCCCCCC\C=C/CCCCCCCC(=O)[O-])C1=CC=CC=C1.C1(=CC=C(C=C1)CCCCCCCC\C=C/CCCCCCCC(=O)[O-])C1=CC=CC=C1.C1(=CC=C(C=C1)CCCCCCCC\C=C/CCCCCCCC(=O)[O-])C1=CC=CC=C1